dimethyldi(N,N-dimethylamino)silane C[Si](N(C)C)(N(C)C)C